methyl (E)-5-aminopent-2-enoate 2,2,2-trifluoroacetate FC(C(=O)O)(F)F.NCC/C=C/C(=O)OC